1-(Cyclohexylmethyl)-4-iodo-1H-pyrazole C1(CCCCC1)CN1N=CC(=C1)I